CCCCCCC.[Cu].[Cu] dicopper heptane